OC[C@@H](CC(C)C)NC1=NC(=NC(=N1)C[C@H](C)C1=C(C=C(C(=C1)F)F)F)CS(=O)(=O)N (4-(((R)-1-hydroxy-4-methylpent-2-yl)amino)-6-((S)-2-(2,4,5-trifluorophenyl)propyl)-1,3,5-triazin-2-yl)methanesulfonamide